3-(5-((5-(((3s,5s,7s)-adamantan-1-yl)amino)pentyl)amino)-2-methyl-4-oxoquinazolin-3(4H)-yl)piperidine-2,6-dione C12(CC3CC(CC(C1)C3)C2)NCCCCCNC2=C3C(N(C(=NC3=CC=C2)C)C2C(NC(CC2)=O)=O)=O